FC(C=1C=NC(=NC1)N1CC(C1)CC(=O)O)(F)F 2-(1-(5-(trifluoromethyl)pyrimidin-2-yl)azetidin-3-yl)acetic acid